(5S,6S)-5-Hydroxy-6-((S)-5H-imidazo[5,1-a]isoindol-5-yl)-5,6,7,8-tetrahydronaphthalen-2-sulfonamid O[C@@H]1C=2C=CC(=CC2CC[C@H]1[C@@H]1N2C(C3=CC=CC=C13)=CN=C2)S(=O)(=O)N